C(C)(C)NC1=CC=C(C=C1)NC(C)C N,N'-Di-iso-propyl-p-phenylendiamin